3'-methyl-2',3'-dihydrospiro[cyclobutane-1,1'-pyrrolo[2,3-c]quinoline]-2'-one CN1C(C2(C3=C1C=NC=1C=CC=CC31)CCC2)=O